5-oxoazepane-1,4-dicarboxylic acid 1-tert-butyl ester 4-ethyl ester C(C)OC(=O)C1CCN(CCC1=O)C(=O)OC(C)(C)C